ortho-methyl-aniline CC1=C(N)C=CC=C1